S1C=CC2=C1C1=C(OCC2)C=C(C=C1)C(=O)[O-] 4,5-dihydrobenzo[b]thieno[2,3-d]oxepin-8-ate